(3S,4S)-3-((S)-5H-imidazo[5,1-a]isoindol-5-yl)-7-(methylsulfonyl)chroman-4-ol C=1N=CN2C1C1=CC=CC=C1[C@@H]2[C@H]2COC1=CC(=CC=C1[C@H]2O)S(=O)(=O)C